ClC=1C(=NC(=NC1)N1CC(N(CC1)C)COC)N1CC(C1)C(=O)NC(C)(C)C1=CN=C2N1C=CC=C2 1-{5-chloro-2-[3-(methoxymethyl)-4-methylpiperazin-1-yl]pyrimidin-4-yl}-N-(2-{imidazo[1,2-a]pyridin-3-yl}propan-2-yl)azetidine-3-carboxamide